3-Ethyl-3-(methoxy-methyl-carbamoyl)-azetidine-1-carboxylic acid tert-butyl ester C(C)(C)(C)OC(=O)N1CC(C1)(C(N(C)OC)=O)CC